3,5-bis(hydroxymethyl)-perhydro-1,3,5-oxadiazine-4-one OCN1COCN(C1=O)CO